FC1=CC=C(C=C1)[C@H](C)N1C=NC2=C(C1=O)C1=C(S2)CNCC1 (S)-3-(1-(4-Fluorophenyl)ethyl)-5,6,7,8-tetrahydropyrido[4',3':4,5]thieno[2,3-d]pyrimidin-4(3H)-one